5-(4-((2-cyclopropyl-8-fluoro-3-oxo-3,4-dihydroquinoxalin-6-yl)methyl)piperazin-1-yl)-N,6-dimethylpicolinamide C1(CC1)C1=NC2=C(C=C(C=C2NC1=O)CN1CCN(CC1)C=1C=CC(=NC1C)C(=O)NC)F